2-[5-[3-[1-(5-chloropyrimidin-2-yl)-4-piperidyl]propoxy]-3-fluoro-2-pyridyl]-1-[3-[[[(2S,3R,4R,5R)-2,3,4,5,6-pentahydroxyhexyl]amino]methyl]-azetidin-1-yl]ethanone ClC=1C=NC(=NC1)N1CCC(CC1)CCCOC=1C=C(C(=NC1)CC(=O)N1CC(C1)CNC[C@@H]([C@H]([C@@H]([C@@H](CO)O)O)O)O)F